[Si].[Ni].[Cr].[Ni] nickel-chromium nickel-silicon